C(CCCCC)OCOCCCC(CC(CC(CC(CC(C)Br)C)C)C)C 12-bromo-4,6,8,10-tetramethyltridecyl hexyloxymethyl ether